2-[6-amino-5-(trifluoromethoxy)pyridin-3-yl]-N-[(1R)-1-phenylethyl]-6,7-dihydrospiro[pyrazolo[5,1-c][1,4]oxazine-4,3'-pyrrolidine]-1'-carboxamide NC1=C(C=C(C=N1)C1=NN2C(=C1)C1(CN(CC1)C(=O)N[C@H](C)C1=CC=CC=C1)OCC2)OC(F)(F)F